3-methylocta-2,4,7-trien-1-ol CC(=CCO)C=CCC=C